geranyl-4',7-dihydroxyisoflavone 2-hexyldecyl-3-ethyl-12-hexyl-6-(2-(oleoyloxy)ethyl)-10-oxo-9,11-dioxa-3,6-diazahexadecane-16-carboxylate C(CCCCC)C(CCCN(CCN(CCOC(OC(CCCCC(=O)O)CCCCCC)=O)CCOC(CCCCCCC\C=C/CCCCCCCC)=O)CC)CCCCCCCC.C(\C=C(/C)\CCC=C(C)C)C=1OC2=CC(=CC=C2C(C1C1=CC=C(C=C1)O)=O)O